C1(CC1)C(=O)NC1=CC(=C(N=N1)C(=O)NC([2H])([2H])[2H])NC1=NC=CC=2C=3C([C@H](N(C12)C)C([2H])([2H])[2H])=NN(N3)C (R)-6-(cyclopropanecarboxamido)-4-((2,5-dimethyl-4-(methyl-d3)-4,5-dihydro-2H-[1,2,3]triazolo[4,5-c][1,7]naphthyridin-6-yl)amino)-N-(methyl-d3)pyridazine-3-carboxamide